C1(CC1)C1=NOC(=N1)C1=CC=C(C(=O)N2CCN(CC2)C2=NC3=CC=CC=C3C(N2)=O)C=C1 2-[4-[4-(3-Cyclopropyl-1,2,4-oxadiazol-5-yl)benzoyl]piperazin-1-yl]-3H-quinazolin-4-one